[1,3-bis(2,6-diisopropylphenyl)imidazol-2-ylidene](3-chloropyridine) palladium dichloride [Pd](Cl)Cl.C(C)(C)C1=C(C(=CC=C1)C(C)C)N1C(N(C=C1)C1=C(C=CC=C1C(C)C)C(C)C)=C1NC=CC=C1Cl